tert-butyl 2-(allylcarbamoyl)-3-vinyl-7,8-dihydro-4H-pyrazolo[1,5-a][1,4]diazepine-5(6H)-carboxylate C(C=C)NC(=O)C1=NN2C(CN(CCC2)C(=O)OC(C)(C)C)=C1C=C